NC1=CC(=C2C3=NN(C=C3CCCCCC(C3=NN=C(C1=N2)O3)(O)C(F)(F)F)C)C(F)(F)F 20-amino-14-methyl-6,18-bis(trifluoromethyl)-22-oxa-3,4,14,15,21-pentaazatetracyclo[15.3.1.12,5.012,16]docosa-1(21),2,4,12,15,17,19-heptaen-6-ol